N-(4-fluoro-3-(2-(5-((2-methylpyrimidin-5-yl)amino)-1H-pyrazol-3-yl)ethyl)phenyl)-3-(trifluoromethyl)benzamide peroxy-nitrite N(=O)OO.FC1=C(C=C(C=C1)NC(C1=CC(=CC=C1)C(F)(F)F)=O)CCC1=NNC(=C1)NC=1C=NC(=NC1)C